O=S1(CCC(CC1)OC=1C=C(CN2CCCC23CCN(CC3)C(=O)OC(C(F)(F)F)C(F)(F)F)C=C(C1)C(F)(F)F)=O 1,1,1,3,3,3-hexafluoropropan-2-yl 1-(3-((1,1-dioxotetrahydro-2H-thiopyran-4-yl) oxy)-5-(trifluoromethyl) benzyl)-1,8-diazaspiro[4.5]decane-8-carboxylate